(S)-methyl ethylene oxide C[C@H]1CO1